ClC1=NC=2CCCCC2C(=N1)NC1=CC(=CC=C1)NS(=O)(=O)C(C)(C)C 2-Chloro-N4-(3-[(1,1-dimethylethyl)sulfonamido]phenyl)-5,6,7,8-tetrahydroquinazoline-4-amine